C(#C)C=1C(=CC=C2C=CC=C(C12)C1=C(C=2N=C(N=C(C2C=N1)N1CC2CCC(C1)N2C(=O)OC(C)(C)C)OCCN2CCNCC2)F)F tert-butyl 3-[7-(8-ethynyl-7-fluoronaphthalen-1-yl)-8-fluoro-2-[2-(piperazin-1-yl)ethoxy]pyrido[4,3-d]pyrimidin-4-yl]-3,8-diazabicyclo[3.2.1]octane-8-carboxylate